C1(=CC=CC2=CC=CC=C12)CC1=C(C(NC(N1)=O)=S)C1=CC(=CC=C1)C(F)(F)F 6-(naphthalen-1-ylmethyl)-4-thioxo-5-(3-(trifluoromethyl)phenyl)-3,4-dihydropyrimidin-2(1H)-one